FC=1C(=C(C=CC1F)[C@@H]1[C@@H](O[C@@]([C@@H]1C)(C(F)(F)F)C)C(=O)NC1=CC(=NC=C1F)C(=O)N)OC 4-[[(2R,3r,4r,5s)-3-(3,4-difluoro-2-methoxy-phenyl)-4,5-dimethyl-5-(trifluoromethyl)tetrahydrofuran-2-carbonyl]amino]-5-fluoro-pyridine-2-carboxamide